NC1=NC=CC=C1C1=NC=2C(=NC(=CC2)C=2NC(C=CC2)=O)N1C1=CC=C(CN2CCN(CC2)C(=O)C2=CC(=C(C=O)C=C2)O)C=C1 4-(4-(4-(2-(2-aminopyridin-3-yl)-5-(6-oxo-1,6-dihydropyridin-2-yl)-3H-imidazo[4,5-b]pyridin-3-yl)benzyl)piperazine-1-carbonyl)-2-hydroxybenzaldehyde